O1C(=CC=C1)N1N=CN=C1N (2-furyl)-5-amino-1H-1,2,4-triazole